(R)-N,N-diallyl-2-(methoxymethoxy)-5-methyl-3-(2-methyl-3-(benzenesulfonyl)propyl)aniline C(C=C)N(C1=C(C(=CC(=C1)C)C[C@H](CS(=O)(=O)C1=CC=CC=C1)C)OCOC)CC=C